C(C1=CC=CC=C1)NC1C[C@H](N(C(C1)C)C)C(=O)OC Methyl (2S)-4-(benzylamino)-1,6-dimethylpiperidine-2-carboxylate